1-(2-amino-[1,2,4]triazolo[1,5-a]pyridin-7-yl)ethan-1-one NC1=NN2C(C=C(C=C2)C(C)=O)=N1